FC(C1=CC=C(C=C1)C1=CC=C(C=C1)C(CCC)N1C=NC=C1C(=O)OC)(F)F methyl 1-(1-(4'-(trifluoromethyl)-[1,1'-biphenyl]-4-yl) butyl)-1H-imidazole-5-carboxylate